7-Fluoro-4-(4-methoxypyridin-3-yl)-6-(1-(3-(thiazol-2-yl)propanoyl)-1,2,5,6-tetrahydropyridin-3-yl)-1H-indole-2-carboxylic acid FC=1C(=CC(=C2C=C(NC12)C(=O)O)C=1C=NC=CC1OC)C=1CN(CCC1)C(CCC=1SC=CN1)=O